S1C2=C(C=C1C1=C(C(=C(C=C1CCCCC)O)C\C=C(\CCC=C(C)C)/C)O)C=CC=C2 (E)-4-(benzo[b]thiophen-2-yl)-2-(3,7-dimethylocta-2,6-dien-1-yl)-5-pentylbenzene-1,3-diol